(propan-2-yl)({[(propan-2-yl)imino]methylidene})amine CC(C)N=C=NC(C)C